(4-benzoylphenyl)thiophene C(C1=CC=CC=C1)(=O)C1=CC=C(C=C1)C=1SC=CC1